[4-(6-Amino-pyridazin-3-yl)-piperidin-1-yl]-[4-methoxy-6'-(2,2,2-trifluoro-ethoxy)-[3,3']bipyridinyl-6-yl]-methanone NC1=CC=C(N=N1)C1CCN(CC1)C(=O)C1=CC(=C(C=N1)C=1C=NC(=CC1)OCC(F)(F)F)OC